3-[(2-hydroxyethyl)amino]propionamide Chromium (vi) [Cr+6].OCCNCCC(=O)N